C(C)(C)(C)OC(=O)N1C[C@H](NCC1)C tert-butyl-(R)-3-methylpiperazine-1-carboxylate